N5-((3-(((2-Methylimidazo[1,2-a]pyridin-7-yl)oxy)methyl)bicyclo[1.1.1]pentan-1-yl)methyl)isoquinoline-1,5-diamine CC=1N=C2N(C=CC(=C2)OCC23CC(C2)(C3)CNC=3C=2C=CN=C(C2C=CC3)N)C1